ClC=1C(=C(C=CC1)O)C1=C(C2=C(CN3[C@@H](CO2)CNCC3)C=C1OC(F)F)F 3-chloro-2-[(12aR)-8-(difluoromethoxy)-10-fluoro-1,2,3,4,12,12a-hexahydro-6H-pyrazino[2,1-c][1,4]benzooxazepin-9-yl]phenol